C(C)N(CC)CCC1=C(C(=O)O)C=CC(=C1)N (diethylamino)ethyl-4-aminobenzoic acid